1-(4-(5-(4-(trifluorometh-yl)phenoxy)-1,2,3,4-tetrahydroisoquinoline-2-carbonyl)piperidin-1-yl)prop-2-en-1-one FC(C1=CC=C(OC2=C3CCN(CC3=CC=C2)C(=O)C2CCN(CC2)C(C=C)=O)C=C1)(F)F